[Cl-].[Cl-].CC(C)=[Zr+2](C1C=CC2=C(C=CC(=C12)C)C)C1C=CC=C1 dimethylmethylenecyclopentadienyl-(4,7-dimethylindenyl)zirconium dichloride